ClC1=C(C=CC=C1Cl)N1CCN(CC1)CC1CC2(CC(C2)NS(=O)(=O)C=2C=NC=CC2)C1 N-(6-((4-(2,3-dichlorophenyl)piperazin-1-yl)methyl)spiro[3.3]heptan-2-yl)pyridine-3-sulfonamide